(S)-N-((4-(((R)-4-(DIMETHYLAMINO)-1-((4-FLUOROPHENYL)THIO)BUTAN-2-YL)AMINO)-3,5-DIFLUOROPHENYL)SULFONYL)-2-METHYL-1,4-DIOXANE-2-CARBOXAMIDE CN(CC[C@H](CSC1=CC=C(C=C1)F)NC1=C(C=C(C=C1F)S(=O)(=O)NC(=O)[C@]1(OCCOC1)C)F)C